N-(2-furylmethyl)-5-(3-pyridyl)imidazo[2,1-b][1,3,4]thiadiazol-2-amine O1C(=CC=C1)CNC1=NN2C(S1)=NC=C2C=2C=NC=CC2